S(=O)(=O)([O-])[O-].[Na+].[Ca+2].[Mg+2].[Fe+2] iron magnesium calcium sodium sulfate